1-(2,4,6-triisopropylphenyl)phenylsulfide C(C)(C)C1=C(C(=CC(=C1)C(C)C)C(C)C)C1(CC=CC=C1)SC1(CC=CC=C1)C1=C(C=C(C=C1C(C)C)C(C)C)C(C)C